C(CCC)OC(C(OS(=O)(=O)C1=CC=C(C)C=C1)C1=CC=CC=C1)=O butylphenyl-α-(p-toluenesulfonyloxy)-acetate